C1(CCCCC1)C1=CC=C(C=C1)C(C(O)O)=O 1-(4-cyclohexylphenyl)-2,2-dihydroxyethanone